NC1=CC=C(C=C1)C=1SC=C(N1)C(=O)N[C@@H](CO[Si](C1=CC=CC=C1)(C1=CC=CC=C1)C(C)(C)C)C(=O)N[C@@H](CO)C(=O)OC methyl N-(2-(4-aminophenyl)thiazole-4-carbonyl)-O-(tert-butyldiphenylsilyl)-L-seryl-L-serinate